tert-butyl (S)-(1-(3-aminophenyl)ethyl)carbamate NC=1C=C(C=CC1)[C@H](C)NC(OC(C)(C)C)=O